BrC=1N=NN(C1)C([2H])([2H])[2H] 4-bromo-1-(methyl-d3)-1H-1,2,3-triazole